5-chloro-pyridin-2-methylamine ClC=1C=CC(=NC1)CN